C(CCCCC)C(C(=O)NC(CCSCCC(=O)OCCCCCCCC(C)C)C(=O)NCC1CCN(CC1)C)CCCCCCCC 8-methylnonyl 3-((3-(2-hexyldecanamido)-4-(((1-methylpiperidin-4-yl)methyl)amino)-4-oxobutyl)thio)propanoate